C(C)(C)(C)OC(=O)N1CC(C1)CSCC 3-((Ethylthio)methyl)azetidine-1-carboxylic acid tert-butyl ester